ClC=1C=C2C(=CN=C(C2=CN1)OC)C(C(F)F)(C)O 2-(6-chloro-1-methoxy-2,7-naphthyridin-4-yl)-1,1-difluoropropan-2-ol